O=C1N(C=2C(=NC=CC2)N1)C1CN(CC1)C(=O)OC(C)(C)C tert-butyl 3-(2-oxo-2,3-dihydro-1H-imidazo[4,5-b]pyridin-1-yl)pyrrolidine-1-carboxylate